3,5-dimethyl-4-(4-(5-methyl-7H-pyrrolo[2,3-d]pyrimidin-4-yl)-3,4-dihydro-2H-1,4-thiazin-6-yl)isoxazole CC1=NOC(=C1C1=CN(CCS1)C=1C2=C(N=CN1)NC=C2C)C